C(C)(C)(C)OC(=O)N1CC2(C1)CCC(CC2)CN2CCNCC2 7-(piperazin-1-ylmethyl)-2-azaspiro[3.5]nonane-2-carboxylic acid tert-butyl ester